(R)-2-(2-(2-Methylbutanoyl)isoindolin-5-yl)benzoic acid C[C@@H](C(=O)N1CC2=CC=C(C=C2C1)C1=C(C(=O)O)C=CC=C1)CC